FC(OC1=C(C=C(C=C1)SC1COC1)C1=NN(C=C1NC(=O)C=1C=NN2C1N=CC=C2)CCNC2CC(C2)O)F N-[3-[2-(difluoromethoxy)-5-(oxetan-3-ylsulfanyl)phenyl]-1-[2-[(3-hydroxycyclobutyl)amino]ethyl]pyrazol-4-yl]pyrazolo[1,5-a]pyrimidine-3-carboxamide